2-formyl-6-methyl-6,7-dihydropyrazolo[1,5-a]pyrazine-5(4H)-carboxylic acid tert-butyl ester C(C)(C)(C)OC(=O)N1CC=2N(CC1C)N=C(C2)C=O